4,5,6,7-tetrahydrothieno-[2,3-c]pyridine-3-carboxamide S1C=C(C2=C1CNCC2)C(=O)N